sodium 1-(1-hydroxy-2-naphthylazo)-6-nitro-2-naphthol OC1=C(C=CC2=CC=CC=C12)N=NC1=C(C=CC2=CC(=CC=C12)[N+](=O)[O-])O.[Na]